5-{7-[1-(cyclopropanecarbonyl)pyrrolidin-2-yl]-1-fluoro-3-hydroxynaphthalen-2-yl}-1λ6,2,5-thiadiazolidine-1,1,3-trione C1(CC1)C(=O)N1C(CCC1)C1=CC=C2C=C(C(=C(C2=C1)F)N1CC(NS1(=O)=O)=O)O